N-{(2S,3R)-1-(bicyclo[1.1.1]pentane-1-carbonyl)-2-[(3'-chloro[1,1'-biphenyl]-3-yl)methyl]-4,4-difluoropyrrolidin-3-yl}methanesulfonamide C12(CC(C1)C2)C(=O)N2[C@H]([C@H](C(C2)(F)F)NS(=O)(=O)C)CC=2C=C(C=CC2)C2=CC(=CC=C2)Cl